O1CCN(CC1)CC1=CC=C(C=C1)NC=1N=CC2=C(N1)C(=CS2)C=2C=C(C=CC2)NC(C)=O N-(3-(2-(4-(morpholinomethyl)phenylamino)thieno[3,2-d]pyrimidin-7-yl)phenyl)acetamide